BrC=1C=CC=2SC=3C=C4C(=CC3C(C2C1)=O)SC1=CC=C(C=C1C4=O)Br 2,9-dibromothiochromeno[2,3-b]thioxanthene-7,14-dione